1,3,5-tris[4-triethylmethyl-3-hydroxy-2,6-Dimethylbenzyl]-1,3,5-Triazine-2,4,6(1H,3H,5H)-trione C(C)C(C1=C(C(=C(CN2C(N(C(N(C2=O)CC2=C(C(=C(C=C2C)C(CC)(CC)CC)O)C)=O)CC2=C(C(=C(C=C2C)C(CC)(CC)CC)O)C)=O)C(=C1)C)C)O)(CC)CC